COC(C1=C(C(=CC=C1)I)C)=O 3-Iodo-2-methylbenzoic acid methyl ester